C1(=CC=CC=C1)P(C(CN)CC)C1=CC=CC=C1 2-(diphenylphosphino)butylamine